2-(1-(6,7-dimethoxyquinazolin-4-yl)azetidin-3-yl)vinylsulfonamide COC=1C=C2C(=NC=NC2=CC1OC)N1CC(C1)C=CS(=O)(=O)N